Methyl 8-bromo-9-(3-fluoro-4-((1-(3-fluoropropyl)azetidin-3-yl)methyl)phenyl)-6,7-dihydro-5H-benzo[7]annulene-3-carboxylate BrC=1CCCC2=C(C1C1=CC(=C(C=C1)CC1CN(C1)CCCF)F)C=CC(=C2)C(=O)OC